C(C)N(C(OC(C)(C)C)=O)C=1C=C(C=C2C(C(NC12)=O)(N1C[C@@H](CCC1)N(C)C=1C=NC(=CC1)C(N)=O)C)F tert-butyl N-ethyl-N-[5-fluoro-3-methyl-2-OXO-3-[(3R)-3-[(6-carbamoyl-3-pyridyl)-methyl-amino]-1-piperidyl]indolin-7-yl]carbamate